Bis(4-hydroxyphenyl)sulfon OC1=CC=C(C=C1)S(=O)(=O)C1=CC=C(C=C1)O